BrC=1C=C(C=C2C(=CC=NC12)N([C@@H](C)C1=NC=NN1C1=CC=C(C=N1)C#N)C)C(F)(F)F 6-[5-[(1S)-1-[[8-bromo-6-(trifluoromethyl)-4-quinolyl]-methyl-amino]ethyl]-1,2,4-triazol-1-yl]pyridine-3-carbonitrile